Cl.NC\C=C(\CN1C=NC2=C1C=C(C=C2C2=CC=C(C=C2)S(=O)(=O)N(C)C)F)/F (Z)-4-(1-(4-amino-2-fluorobut-2-en-1-yl)-6-fluoro-1H-benzo[d]imidazol-4-yl)-N,N-dimethylbenzenesulfonamide hydrochloride